zinc(II) glutarate C(CCCC(=O)[O-])(=O)[O-].[Zn+2]